[4-(6-Amino-4-methoxy-pyridin-3-yl)-piperazin-1-yl]-[4-methoxy-5-(4-trifluoromethyl-phenyl)-pyridin-2-yl]-methanone NC1=CC(=C(C=N1)N1CCN(CC1)C(=O)C1=NC=C(C(=C1)OC)C1=CC=C(C=C1)C(F)(F)F)OC